2-(4-(((4-(2-Bromo-3-chlorophenyl)-5-oxo-4,5-dihydro-1H-1,2,4-triazol-1-yl)methyl)thio)-2-methylphenoxy)-acetic acid BrC1=C(C=CC=C1Cl)N1C=NN(C1=O)CSC1=CC(=C(OCC(=O)O)C=C1)C